OCC1=C2C(=NC(=C1)C(=O)NC=1C=NC=C(C1)C1(CC(C1)C)C1=NN=CN1C)C(CC2)(C)C 4-(hydroxymethyl)-7,7-dimethyl-N-(5-((1s,3s)-3-methyl-1-(4-methyl-4H-1,2,4-triazol-3-yl)cyclobutyl)pyridin-3-yl)-6,7-dihydro-5H-cyclopenta[b]pyridine-2-carboxamide